5-chloro-3-hydroxy-8-(quinoxalin-6-ylsulfonyl)quinazoline-2,4(1H,3H)-dione ClC1=C2C(N(C(NC2=C(C=C1)S(=O)(=O)C=1C=C2N=CC=NC2=CC1)=O)O)=O